3-(2-{[(1S,3S)-3-{[4-(methylamino)butyl]amino}cyclopentyl]amino}-5-(trifluoromethyl)pyrimidin-4-yl)-1H-pyrrolo[2,3-b]pyridine-6-carboxylic acid CNCCCCN[C@@H]1C[C@H](CC1)NC1=NC=C(C(=N1)C1=CNC2=NC(=CC=C21)C(=O)O)C(F)(F)F